COC1=C(C=CC=C1)C1=CNC2=NC(=CC=C21)NC(=O)[C@H]2[C@H](C2)CN2CCN(CC2)C (1R,2S)-N-[3-(2-methoxyphenyl)-1H-pyrrolo[2,3-b]pyridin-6-yl]-2-[(4-methylpiperazin-1-yl)methyl]cyclopropane-1-carboxamide